O=C1NC(CCC1N1C(N(C2=C1C=CC(=C2)CCCCCN2C(CN(CC2)C(=O)OC(C)(C)C)=O)C)=O)=O tert-butyl 4-[5-[1-(2,6-dioxo-3-piperidyl)-3-methyl-2-oxo-benzimidazol-5-yl]pentyl]-3-oxo-piperazine-1-carboxylate